[4-(aminocarbonyl)phenyl]acetic acid NC(=O)C1=CC=C(C=C1)CC(=O)O